BrC1=C(NC2=C1N=C(S2)C(C)C)C(=O)OCC ethyl 6-bromo-2-isopropyl-4H-pyrrolo[3,2-d]thiazole-5-carboxylate